FC1(CC(CC1)N1C(C=C(C2=C1N=C(N=C2)NC=2C=C1C=NNC1=C(C2)F)C)=O)F 8-(3,3-Difluorocyclopentyl)-2-((7-fluoro-1H-indazol-5-yl)amino)-5-methylpyrido[2,3-d]pyrimidin-7(8H)-one